1-methyl-1H-pyrazolo[3,4-c]pyridine CN1N=CC=2C1=CN=CC2